Methyl (5-(8-((2S,6S)-2,6-dimethylmorpholinyl)-6-(N-(3-methyloxetan-3-yl)-N-((2-(trimethylsilyl)ethoxy)methyl)sulfamoyl)imidazo[1,5-a]pyridin-3-yl)-1,3,4-thiadiazol-2-yl)acetate C[C@H]1CN(C[C@@H](O1)C)C=1C=2N(C=C(C1)S(N(COCC[Si](C)(C)C)C1(COC1)C)(=O)=O)C(=NC2)C2=NN=C(S2)CC(=O)OC